(cyclopropylmethyl)-2-[(2-fluorophenoxy)methyl]-6,7-dihydro-thiazolo[5,4-c]pyridin-4(5H)-one C1(CC1)CN1C(C2=C(CC1)N=C(S2)COC2=C(C=CC=C2)F)=O